C(#N)C[C@@H]1N(CCN(C1)C1=NC(=NC2=C(C(=CC=C12)C1=CC(=CC2=CC=C(C(=C12)C#C)F)OCOC)F)OCC12CCCN2CCC1)C(=O)OC(C)(C)C tert-butyl (S)-2-(cyanomethyl)-4-(7-(8-ethynyl-7-fluoro-3-(methoxymethoxy)naphth-1-yl)-8-fluoro-2-((tetrahydro-1H-pyrrolizin-7a(5H)-yl)methoxy)quinazolin-4-yl)piperazine-1-carboxylate